FC1=C(C=C2C(=N1)OCCO2)C(=O)OC methyl 6-fluoro-2,3-dihydro-[1,4]dioxino[2,3-b]pyridine-7-carboxylate